P(=O)(O)(O)O[C@H]1[C@H]([C@@](O[C@@H]1C(O)C)(N1C(=O)NC(=O)C=C1)F)O fluoro-5'-methyluridine-3'-phosphate